(±)-4-{3-[(6-{4-[cyclopropyl(hydroxy)methyl]-3,5-dimethyl-1H-pyrazol-1-yl}pyrimidin-4-yl)amino]-4-methoxy-1-methyl-1H-pyrazol-5-yl}benzonitrile C1(CC1)[C@H](C=1C(=NN(C1C)C1=CC(=NC=N1)NC1=NN(C(=C1OC)C1=CC=C(C#N)C=C1)C)C)O |r|